Ethyl (3,3,3-trifluoro-1-(methylsulfonyl)prop-1-en-2-yl) carbonate C(OCC)(OC(=CS(=O)(=O)C)C(F)(F)F)=O